bis(2-butyloctyl) (8-(N-(3-(dimethylamino) propyl)octanamido)pentadecane-1,15-diyl) bis(carbonate) C(OCC(CCCCCC)CCCC)(OCCCCCCCC(CCCCCCCOC(OCC(CCCCCC)CCCC)=O)N(C(CCCCCCC)=O)CCCN(C)C)=O